anthracenyl-methanol (9H-fluorene-9-yl)methyl-(5aR,8aR)-4-methyl-2,5-dioxooctahydropyrrolo[3,4-e][1,4]diazepine-7(1H)-carboxylate C1=CC=CC=2C3=CC=CC=C3C(C12)CN1C(CN(C([C@H]2[C@@H]1CN(C2)C(=O)OCC2=CC=CC1=CC3=CC=CC=C3C=C21)=O)C)=O